3-tert-butylaminopropyltrimethoxysilane C(C)(C)(C)NCCC[Si](OC)(OC)OC